1-hydroxy-6,7-dimethoxyisoquinoline-4-carbonitrile OC1=NC=C(C2=CC(=C(C=C12)OC)OC)C#N